N2-[4-[3-(aminomethyl)azetidin-1-yl]phenyl]-N4-[2-(6-methyl-2-pyridyl)pyrimidin-4-yl]pyrimidine-2,4-diamine NCC1CN(C1)C1=CC=C(C=C1)NC1=NC=CC(=N1)NC1=NC(=NC=C1)C1=NC(=CC=C1)C